CC(C(=O)N1CCN(CC1)C=1C2=CN(N=C2C(=CC1)C(=O)N)C)(C)C 4-[4-(2,2-dimethylpropanoyl)piperazin-1-yl]-2-methylindazole-7-carboxamide